CCCCCCCCCCC/C=C/C=C/C=C/C(=O)O OCTADECATRIENOIC ACID